BrCC(=O)C1=CC=C(S1)CN1C(C(CC1)O[Si](C1=CC=CC=C1)(C1=CC=CC=C1)C(C)(C)C)=O 1-((5-(2-bromoacetyl)thiophen-2-yl)methyl)-3-((tert-butyldiphenylsilyl)oxy)pyrrolidin-2-one